2-oxoethyl dihydrogen phosphate P(=O)(OCC=O)(O)O